5-(2-bromopyrazolo[5,1-b]thiazole-7-carboxamido)-4-methylthiophene-2-carboxylic acid BrC1=CN2C(S1)=C(C=N2)C(=O)NC2=C(C=C(S2)C(=O)O)C